C(C)(C)(C)[C@@H]1CN=C(O1)C=1OC(CN1)C(C)(C)C (5R,5R)-5,5'-di-tert-butyl-4,4',5,5'-tetrahydro-2,2'-bioxazole